2,3,6-triallylphenol C(C=C)C1=C(C(=CC=C1CC=C)CC=C)O